C(C=C)(=O)NCCNC(=O)C1=C(C=C(C=C1)B(O)O)Cl (4-((2-acrylamidoethyl)carbamoyl)-3-chlorophenyl)boronic acid